(S)-6-((4-((2-hydroxy-1-phenylethyl)amino)-5-(3-(pyridin-2-yl)-1,2,4-oxadiazol-5-yl)pyridin-2-yl)amino)-1-methyl-1,2-dihydro-3H-indazol-3-one OC[C@H](C1=CC=CC=C1)NC1=CC(=NC=C1C1=NC(=NO1)C1=NC=CC=C1)NC1=CC=C2C(NN(C2=C1)C)=O